OCCC1=C2C=CC=NC2=CC=C1 hydroxy-2-(quinolin-5-yl)ethan